C(OC(C)(C)C)(OC1=CC=2C(=C3C(=NC2C=C1)C1=CC2=C(C(N1C3)=O)COC([C@]2(O)CC)=O)CC)=O (S)-tert-butyl (4,11-diethyl-4-hydroxy-3,14-dioxo-3,4,12,14-tetrahydro-1H-pyrano[3',4':6,7]indolizino[1,2-b]quinolin-9-yl) carbonate